4(s)-methylimidazole CC=1N=CNC1